ClC=1C=C2C(=CC1)NC(C21CCN(CC1)CCOC=1C=C2CNC(C2=CC1)=O)=O 5-chloro-1'-{2-[(1-oxo-2,3-dihydro-1H-isoindol-5-yl)oxy]ethyl}-1,2-dihydrospiro[indole-3,4'-piperidin]-2-one